2-bromo-3-(bromomethyl)-6-chloro-5-(cyclopropylmethoxy)pyridine tert-butyl-3-fluoro-3-(2-(5-(trifluoromethyl)isoxazol-3-yl)vinyl)azetidine-1-carboxylate C(C)(C)(C)OC(=O)N1CC(C1)(C=CC1=NOC(=C1)C(F)(F)F)F.BrC1=NC(=C(C=C1CBr)OCC1CC1)Cl